1-((1S,3s)-adamantan-1-yl)-3-(2,3-di(thiophen-2-yl)quinoxalin-6-yl)urea C12(CC3CC(CC(C1)C3)C2)NC(=O)NC=2C=C3N=C(C(=NC3=CC2)C=2SC=CC2)C=2SC=CC2